(pyridinyl)benzene N1=C(C=CC=C1)C1=CC=CC=C1